[K].FC=1C=C(CO[C@@H](CO)COCCCCCCCCCCCCCCCCCC)C=C(C1)C(F)(F)F (S)-2-((3-fluoro-5-(trifluoromethyl)benzyl)oxy)-3-(octadecyloxy)propan-1-ol Potassium